5-ethyl 3-methyl 1-[2-(4-chloro-3-methylphenyl)-2-oxoethyl]-4-(methoxymethyl)-1H-pyrazole-3,5-dicarboxylate ClC1=C(C=C(C=C1)C(CN1N=C(C(=C1C(=O)OCC)COC)C(=O)OC)=O)C